1-(4-(4-amino-7-(2-morpholinoethyl)-7H-pyrrolo[2,3-d]pyrimidin-5-yl)phenyl)-3-(p-tolyl)urea NC=1C2=C(N=CN1)N(C=C2C2=CC=C(C=C2)NC(=O)NC2=CC=C(C=C2)C)CCN2CCOCC2